ONC(=N)C=1C=C(C=CC1)C[C@@H](C(=O)N1CCN(CC1)C(=O)OCC1=CC=CC=C1)NS(=O)(=O)C1=CC=C(C=C1)C Benzyl (S)-4-(3-(3-(N-hydroxycarbamimidoyl)phenyl)-2-((4-methylphenyl)sulfonamido)propanoyl)piperazine-1-carboxylate